CS(=O)(=O)C1=CC=C(C=C1)[C@H](CN[C@@H]([C@H]1CNC=2C=CC=C(C2N1)C#N)C1=CC=CC=C1)C (R)-3-((R)-(((R)-2-(4-(methylsulfonyl)phenyl)propyl)amino)(phenyl)methyl)-1,2,3,4-tetrahydroquinoxaline-5-carbonitrile